NC1=C(C(NC2=C(C=CC=C12)C=1C=NC=CC1OC)=O)C(=O)NCCCO 4-amino-N-(3-hydroxypropyl)-8-(4-methoxy-3-pyridinyl)-2-oxo-1H-quinoline-3-carboxamide